6-(1H-imidazol-1-yl)-N-phenylpicolinamide N1(C=NC=C1)C1=CC=CC(=N1)C(=O)NC1=CC=CC=C1